3β,11β-dihydroxypregn-5-en-20-one O[C@@H]1CC2=CC[C@H]3[C@@H]4CC[C@H](C(C)=O)[C@]4(C[C@@H]([C@@H]3[C@]2(CC1)C)O)C